(S)-3-((3-(2-(4-chlorophenyl)-2-hydroxyethyl)-1,2,4-oxadiazol-5-yl)methyl)-1-ethyl-5-methylpyrimidine-2,4(1H,3H)-dione ClC1=CC=C(C=C1)[C@H](CC1=NOC(=N1)CN1C(N(C=C(C1=O)C)CC)=O)O